C([C@@H]1[C@H]([C@@H]([C@H]([C@H](O1)O[C@@H]2[C@@H]([C@H]([C@@H]([C@H](O2)COP(=O)([O-])[O-])O)O)O)O)O)O)O The molecule is dianion of alpha,alpha-trehalose 6-phosphate. It has a role as a Saccharomyces cerevisiae metabolite. It derives from an alpha,alpha-trehalose. It is a conjugate base of an alpha,alpha-trehalose 6-phosphate.